N-Boc-2,5-diazabicyclo[2.2.1]heptane C(=O)(OC(C)(C)C)N1C2CNC(C1)C2